N[C@H]1C2N(CC1CC2)C(=O)C2=CC1=C(N(C(=N1)C=1N(C3=CC(=CC=C3C1)N1CCC(CC1)C#N)CC1CC1)C)C(=C2)OC 1-(2-{5-[(7R)-7-amino-2-azabicyclo[2.2.1]heptane-2-carbonyl]-7-methoxy-1-methyl-1H-1,3-benzodiazol-2-yl}-1-(cyclopropylmethyl)-1H-indol-6-yl)piperidine-4-carbonitrile